Tert-butyl N-[(1R)-4-[tert-butyl(dimethyl)silyl]oxy-1-[(2S,4R)-2-[(2-chloro-4-ethynyl-phenyl)methylcarbamoyl]-4-hydroxy-pyrrolidine-1-carbonyl]-2,2-dimethyl-butyl]carbamate [Si](C)(C)(C(C)(C)C)OCCC([C@H](C(=O)N1[C@@H](C[C@H](C1)O)C(NCC1=C(C=C(C=C1)C#C)Cl)=O)NC(OC(C)(C)C)=O)(C)C